(R)-(2-(2-hydroxypropan-2-yl)-4-(trifluoromethyl)oxazol-5-yl)(4-(7-methylpyrazolo[1,5-a]pyridin-2-yl)-6,7-dihydro-1H-imidazo[4,5-c]pyridin-5(4H)-yl)methanone OC(C)(C)C=1OC(=C(N1)C(F)(F)F)C(=O)N1[C@H](C2=C(CC1)NC=N2)C2=NN1C(C=CC=C1C)=C2